C(C)N([C@@H]1[C@H](CCC1)N(C=1C=C2C(N(C(C2=CC1)=O)C1C(NC(CC1)=O)=O)=O)C)CC 5-(((1S,2S)-2-(Diethylamino)cyclopentyl)(methyl)amino)-2-(2,6-dioxopiperidin-3-yl)isoindolin-1,3-dion